COC(CC[C@@H](C(=O)O)NC(=O)C1=CC=C(NCC=2CNC=3N=C(N)NC(=O)C3N2)C=C1)=O methyl-dihydrofolate